N-(2-cyclopropyl-3-oxo-2,3-dihydropyridazin-4-yl)-7-isopropoxy-2-(1-methyl-2-oxabicyclo[2.1.1]hexan-4-yl)imidazo[1,2-a]pyrimidine-6-carboxamide C1(CC1)N1N=CC=C(C1=O)NC(=O)C=1C(=NC=2N(C1)C=C(N2)C21COC(C2)(C1)C)OC(C)C